1,3,5-cyclohexanetriyltrimethanamine trihydrochloride Cl.Cl.Cl.C1(CC(CC(C1)CN)CN)CN